CC(CCB(O)O)(C)C 3,3-Dimethylbutylboronic acid